5-{2-[(S)-amino(4-methylcyclohexyl)methyl]-4-fluoro-1H-benzimidazol-5-yl}-3,6-dihydro-2H-pyran-4-carboxylic acid ethyl ester C(C)OC(=O)C=1CCOCC1C1=C(C2=C(NC(=N2)[C@H](C2CCC(CC2)C)N)C=C1)F